9α-fluoro-16-methyl-17α-hydroxy-21-chloropregna-1,4-diene-3,11,20-trione F[C@@]12[C@]3(C=CC(C=C3CC[C@H]1[C@@H]1CC([C@](C(CCl)=O)([C@]1(CC2=O)C)O)C)=O)C